C(C)(C)(C)OC(=O)N[C@H](C(=O)O)CC1=C(C=C(C=C1)Cl)Cl (2S)-2-(tert-butoxycarbonylamino)-3-(2,4-dichlorophenyl)propanoic acid